(3R)-3-methyl-4-(3-(3-methyl-1-(tetrahydro-2H-pyran-2-yl)-1H-pyrazol-5-yl)-7-(2H-1,2,3-triazol-2-yl)isothiazolo[4,5-b]pyridin-5-yl)morpholine C[C@H]1N(CCOC1)C1=CC(=C2C(=N1)C(=NS2)C2=CC(=NN2C2OCCCC2)C)N2N=CC=N2